COC(CC1=CC2=C(C(=CCCC2)OS(=O)(=O)C(F)(F)F)C=C1)=O 2-(9-(((trifluoromethyl)sulfonyl)oxy)-6,7-dihydro-5H-benzo[7]annulen-3-yl)acetic acid methyl ester